1-(4-fluoro-2-methylphenyl)-3-(2-methyl-6-oxo-1,6-dihydropyridin-3-yl)-7-(methylsulfonyl)-2,3-dihydroquinazolin-4(1H)-one FC1=CC(=C(C=C1)N1CN(C(C2=CC=C(C=C12)S(=O)(=O)C)=O)C1=C(NC(C=C1)=O)C)C